9,10-bis(ethoxycarbonylmethylene)anthracene C(C)OC(=O)C=C1C2=CC=CC=C2C(C=2C=CC=CC12)=CC(=O)OCC